N-[(2-amino-3-fluoroquinolin-7-yl)methyl]-6-cyano-N-(4-fluoro-2-methanesulfonylphenyl)pyridine-3-carboxamide NC1=NC2=CC(=CC=C2C=C1F)CN(C(=O)C=1C=NC(=CC1)C#N)C1=C(C=C(C=C1)F)S(=O)(=O)C